2-(2-fluoro-4-((2S,4S)-4-hydroxypyrrolidin-2-yl)phenyl)-6-methoxy-N-(1-methylpiperidin-4-yl)benzo[d]imidazo[2,1-b]thiazole-7-carboxamide FC1=C(C=CC(=C1)[C@H]1NC[C@H](C1)O)C=1N=C2SC3=C(N2C1)C=C(C(=C3)C(=O)NC3CCN(CC3)C)OC